N-(2-(N-benzyl-2-hydroxy-3-phenylpropanamido)-3,5-dichlorophenyl)-2,3,4,5,6-pentafluorobenzamide C(C1=CC=CC=C1)N(C(C(CC1=CC=CC=C1)O)=O)C1=C(C=C(C=C1Cl)Cl)NC(C1=C(C(=C(C(=C1F)F)F)F)F)=O